ONC(CCCCCCN1C(N=CC=C1)N1CCN(CC1)C)=O N-(7-(hydroxyamino)-7-oxoheptyl)-2-(4-methylpiperazin-1-yl)pyrimidine